O=C1C(=C(N=C2N1NC=C2C#N)C2=CC=CC=C2)C(C)C 7-oxo-5-phenyl-6-propan-2-yl-1H-pyrazolo[1,5-a]pyrimidine-3-carbonitrile